3',6'-bis((tert-butyldimethylsilyl)oxy)-3H-spiro[isobenzofuran-1,9'-xanthen]-3-one [Si](C)(C)(C(C)(C)C)OC=1C=CC=2C3(C4=CC=C(C=C4OC2C1)O[Si](C)(C)C(C)(C)C)OC(C1=CC=CC=C13)=O